carbon dioxide trialuminum [Al].[Al].[Al].C(=O)=O